[Cl-].C(CCCCCCCCCCC)(=O)N lauramide chloride